CC/C=C\\C/C=C\\C/C=C\\C/C=C\\CC(/C=C/C=C\\CCC(=O)O)O The molecule is a hydroxydocosahexaenoic acid that consists of 4Z,6E,10Z,13Z,16Z,19Z-docosahexaenoic acid bearing an additional 8-hydroxy substituent. It has a role as a metabolite.